BrC=1C=C2C=C(NC2=CC1)C(C)NCCCNC(OC(C)(C)C)=O tert-butyl (3-((1-(5-bromo-1H-indol-2-yl)ethyl)amino)propyl)carbamate